C(C1=CC=CO1)SCC1=CC=CO1 Difurfuryl sulfide